ClC1=NC=C(C(=O)NC=2SC(=C(N2)C2=C(C=CC=C2)OC)C#N)C=C1 6-chloro-N-(5-cyano-4-(2-methoxyphenyl)thiazol-2-yl)nicotinamide